trans-4-((3-(1-Cyclopropyl-1H-pyrazol-4-yl)phenyl)((trans-4-(3-fluoro-1-methyl-1H-indazol-5-yl)cyclohexyl)methyl)carbamoyl)cyclohexanecarboxylic acid C1(CC1)N1N=CC(=C1)C=1C=C(C=CC1)N(C(=O)[C@@H]1CC[C@H](CC1)C(=O)O)C[C@@H]1CC[C@H](CC1)C=1C=C2C(=NN(C2=CC1)C)F